4-(7-((3,4-difluorobenzyl)amino)benzo[b]thiophen-2-yl)-6-(4-fluorophenethyl)-2-isobutyl-5-(5-methyl-1,3,4-oxadiazol-2-yl)-1,4-dihydropyridine-3-carboxamide FC=1C=C(CNC2=CC=CC3=C2SC(=C3)C3C(=C(NC(=C3C=3OC(=NN3)C)CCC3=CC=C(C=C3)F)CC(C)C)C(=O)N)C=CC1F